N6-(benzofuran-4-yl)-5-fluoro-1H-pyrazolo[3,4-b]pyridine-3,6-diamine O1C=CC2=C1C=CC=C2NC2=C(C=C1C(=N2)NN=C1N)F